ClC=1C=C(C(=NC1)OC)S(=O)(=O)NC1=NC=CC(=C1F)C#CC1=C2C(=CN=C1)NN=C2 5-chloro-N-[3-fluoro-4-(2-{1H-pyrazolo[3,4-c]pyridin-4-yl}ethynyl)pyridin-2-yl]-2-methoxypyridine-3-sulfonamide